C(C)OP(OCC)(=O)COCC1(CN(CCC1)C1=NC=NC2=C(C=CC=C12)OC)C (((1-(8-methoxyquinazolin-4-yl)-3-methylpiperidin-3-yl)methoxy)methyl)phosphonic acid diethyl ester